2,2,6,6-tetramethyl-piperidyl-lithium chloride magnesium chloride [Cl-].[Mg+2].[Cl-].CC1(N(C(CCC1)(C)C)[Li])C